C1(CCCCC1)NCCS(=O)(=O)[O-] 2-(N-cyclohexylamino)ethanesulfonate